NCC1CN(CCC1)C(=O)C1=CC2=CC=CC(=C2C=C1)OC1=CC=C(C=C1)C(F)(F)F (3-(Aminomethyl)piperidin-1-yl)(5-(4-(trifluoromethyl)phenoxy)naphthalen-2-yl)methanone